2-((3aR,5r,6aS)-5-benzyl-5-hydroxyhexahydrocyclopenta[c]pyrrol-2(1H)-yl)-1-(5-hydroxypyridin-2-yl)ethanone C(C1=CC=CC=C1)C1(C[C@@H]2[C@@H](CN(C2)CC(=O)C2=NC=C(C=C2)O)C1)O